C(=O)(O)C=1C=C(OC2=CC=C(C=C2)P(C2=CC=C(C=C2)OC2=CC(=C(C=C2)C(=O)O)C(=O)O)(C2=CC=C(C=C2)OC2=CC(=C(C=C2)C(=O)O)C(=O)O)=O)C=CC1C(=O)O tris[4-(3,4-dicarboxyphenoxy)phenyl]phosphine oxide